2,4-Dihydroxy-benzaldehyd OC1=C(C=O)C=CC(=C1)O